(R)-2-(9-(pyridin-2-yl)-6-oxospiro[4.5]dec-9-yl)acetaldehyde N1=C(C=CC=C1)[C@@]1(CCC(C2(CCCC2)C1)=O)CC=O